Ethylpiperazine (1,2-di-(9Z-octadienoyl)-sn-glycero-3-phosphate) C(C=CC=CCCC)(=O)OC[C@@H](OC(C=CC=CCCC)=O)COP(=O)(O)O.C(C)N1CCNCC1